C1(CCCCC1)CC(C)C1=CC=CC2=CC=CC=C12 1-(1-cyclohexylpropan-2-yl)naphthalene